C1OCC12CN(C2)C=2C=CC(=NC2)C=O 5-(2-oxa-6-azaspiro[3.3]heptan-6-yl)pyridine-2-carbaldehyde